[4-[(E)-(ethylhydrazono)methyl]-2-methoxy-phenyl]boronic acid C(C)N\N=C\C1=CC(=C(C=C1)B(O)O)OC